FC(OC1=CC(=NN1)NC1=NC(=CN=C1)OCC=1N=NC=CC1)F N-(5-(difluoromethoxy)-1H-pyrazol-3-yl)-6-(pyridazin-3-ylmethoxy)pyrazin-2-amine